methyl 2-(2-((3-amino-4-(trifluoromethyl)phenyl)amino)pyrimidin-4-yl)benzoate NC=1C=C(C=CC1C(F)(F)F)NC1=NC=CC(=N1)C1=C(C(=O)OC)C=CC=C1